ethyl 2-{[5-methyl-4-(3-oxopropyl)-6-{[(2Z)-3-{[2-(trimethylsilyl) ethoxy] methyl}-2,3-dihydro-1,3-benzothiazol-2-ylidene] amino} pyridazin-3-yl] amino}-1,3-thiazole-4-carboxylate CC=1C(=C(N=NC1\N=C\1/SC2=C(N1COCC[Si](C)(C)C)C=CC=C2)NC=2SC=C(N2)C(=O)OCC)CCC=O